1-amino-N-(pyridine-2-ylmethyl)benzo[4,5]imidazo[1,2-a]pyrazine-3-formamide NC=1C=2N(C=C(N1)C(=O)NCC1=NC=CC=C1)C1=C(N2)C=CC=C1